FC=1C(=NC=CC1)CNC(=O)C1CN(C1)C1=CC(=C2C(C(=CN(C2=N1)C=1SC=CN1)C(=O)O)=O)C 7-(3-{[(3-fluoropyridin-2-yl)methyl]carbamoyl}azetidin-1-yl)-5-methyl-4-oxo-1-(1,3-thiazol-2-yl)-1,4-dihydro-1,8-naphthyridine-3-carboxylic acid